ClC1=C(C(=CC=C1)Cl)N1CC(C1)C1=CC(=C(C=O)C(=C1)C)CC 4-(1-(2,6-dichlorophenyl)azetidin-3-yl)-2-ethyl-6-methylbenzaldehyde